BrC1=CC(=C(S1)CN)C (5-Bromo-3-methylthiophene-2-yl)methylamine